CN1N=C(C=C1C)NC1=NC=C(C(=N1)C1=CNC2=C(C=CC=C12)NC(CN1C[C@H](CC1)C(=O)N1CC(NCC1)=O)=O)C (S)-N-(3-(2-((1,5-dimethyl-1H-pyrazol-3-yl)amino)-5-methylpyrimidin-4-yl)-1H-indol-7-yl)-2-(3-(3-oxopiperazine-1-carbonyl)pyrrolidin-1-yl)acetamide